OC1=C(C=C(C=C1)O)P(C1=CC=CC=C1)C1=CC=CC=C1 (2,5-dihydroxyphenyl)diphenylphosphine